N-(7-(2-(tert-butylamino)-2-oxoethyl)-7-azaspiro[3.5]non-1-yl)benzamide C(C)(C)(C)NC(CN1CCC2(CCC2NC(C2=CC=CC=C2)=O)CC1)=O